COC=1C=CC2=C([Se]C=C2CCN)C1 2-(6-methoxybenzo[b]selenophen-3-yl)ethan-1-amine